C1(CC1)COC1=CC(=C2C(NC(=NC2=C1)CSC1CCN(CC1)CC1CCN(CC1)C(=O)OC(C)(C)C)=O)F tert-butyl 4-((4-(((7-(cyclopropylmethoxy)-5-fluoro-4-oxo-3,4-dihydroquinazolin-2-yl)methyl)thio)piperidin-1-yl)methyl)piperidine-1-carboxylate